FC(C1=NN(C(=C1)C)C1=NC(=CC=C1C(C)=O)N1C=NC2=C1C=NC(=C2)NC=2N=NC(=CC2)C)F 1-[2-[3-(difluoromethyl)-5-methyl-pyrazol-1-yl]-6-[6-[(6-methylpyridazin-3-yl)amino]imidazo[4,5-c]pyridin-3-yl]-3-pyridinyl]ethanone